(4-(methylsulfonyl)piperazin-1-yl)methanone formate salt C(=O)O.CS(=O)(=O)N1CCN(CC1)C=O